3-(benzofuran-2-yl)-1-(2-bromo-3,5-dimethoxymethylphenyl)-(2E)-2-propen-1-one O1C(=CC2=C1C=CC=C2)/C=C/C(=O)C2=C(C(=CC(=C2)COC)COC)Br